O1-benzyl O2-methyl (2S)-azetidine-1,2-dicarboxylate N1([C@@H](CC1)C(=O)OC)C(=O)OCC1=CC=CC=C1